CC1=CC(=NO1)CN1N=C2N([C@H](CCC2)C(=O)O)C1=O |r| (5RS)-2-[(5-Methyl-1,2-oxazol-3-yl)methyl]-3-oxo-2,3,5,6,7,8-hexahydro[1,2,4]triazolo[4,3-a]pyridine-5-carboxylic acid